C(#C)C1=CC=C(C=C1)C12CC3(CC(CC(C1)(C3)C3=CC=C(C=C3)C#C)(C2)C2=CC=C(C=C2)C#C)C2=CC=C(C=C2)C#C 1,3,5,7-tetra(4-ethynylphenyl)adamantane